CC1(C2CCC=3[C@@H]4CC[C@H]([C@@H](CCCC(C)C)C)[C@]4(CCC3[C@]2(CC[C@@H]1O)C)C)C 4,4-dimethyl-cholest-8(9)-en-3β-ol